benzyl (R)-2-((1-(2-(4,4-dimethylpiperidin-1-yl)-3-iodo-6-methyl-4-oxo-4H-chromen-8-yl)ethyl)amino)benzoate CC1(CCN(CC1)C=1OC2=C(C=C(C=C2C(C1I)=O)C)[C@@H](C)NC1=C(C(=O)OCC2=CC=CC=C2)C=CC=C1)C